C(=O)(O)CCC(=O)N1C=C2C=C(C(=C(C2=C1)F)OCCCOC=1C(=C2CN(CC2=CC1OC)C(CCC(=O)O)=O)F)OC 4-(5-(3-((2-(3-carboxypropanoyl)-4-fluoro-6-methoxy-2H-isoindol-5-yl)oxy)propoxy)-4-fluoro-6-methoxyisoindolin-2-yl)-4-oxobutanoic acid